Fmoc-β-Cyclopropyl-L-Alanine C(=O)(OCC1C2=CC=CC=C2C2=CC=CC=C12)N[C@@H](CC1CC1)C(=O)O